Cl.Cl.CC1=CC=C2C(=N1)[C@H](C1(O2)CC1)CN |o1:9| rel-1-[(3'R)-5'-methyl-3'H-spiro[cyclopropane-1,2'-furo[3,2-b]pyridin]-3'-yl]methanamine dihydrochloride